NC=1C=CC(=C(C1)S(=O)(=O)O)C(=O)NNC(=O)OC(C)(C)C 5-amino-2-(2-(tert-butoxycarbonyl)hydrazine-1-carbonyl)benzenesulfonic acid